FC(C=1C=C(C2=C(N=CS2)C1)C(=O)N)(F)F 5-(trifluoromethyl)benzo[d]thiazole-7-carboxamide